C(C)(C)(C)OC(=O)N[C@H](C(=O)OC)CC1=CC=C(C=C1)O (S)-methyl 2-(tert-butoxycarbonylamino)-3-(4-hydroxyphenyl)-propionate